(S)-N-(7-(3-(dimethylamino)prop-1-yn-1-yl)-5-methyl-4-oxo-2,3,4,5-tetrahydrobenzo[b][1,4]oxazepin-3-yl)-4-phenoxypicolinamide CN(CC#CC1=CC2=C(OC[C@@H](C(N2C)=O)NC(C2=NC=CC(=C2)OC2=CC=CC=C2)=O)C=C1)C